tert-Butyl 4-((R)-2-((tert-butyldimethylsilyl)oxy) propyl)octahydro-1H-pyrrolo[3,2-b]pyridine-1-carboxylate [Si](C)(C)(C(C)(C)C)O[C@@H](CN1C2C(CCC1)N(CC2)C(=O)OC(C)(C)C)C